3-(1,2,3,5,6,7-hexahydro-s-indacen-4-yl)-1-[(1-methyl-1H-pyrazol-4-yl)[2-(2,2,2-trifluoroethyl)-2-azaspiro[3.3]heptan-6-yl]sulfamoyl]urea Sodium Salt [Na].C1CCC2=C(C=3CCCC3C=C12)NC(NS(N(C1CC2(CN(C2)CC(F)(F)F)C1)C=1C=NN(C1)C)(=O)=O)=O